C=CCCCCCC.[C] carbon octaene